(2r,3r,4r,5s)-6-((4-(2-aminoethoxy)phenethyl)(hexyl)amino)hexane-1,2,3,4,5-penta-ol NCCOC1=CC=C(CCN(C[C@@H]([C@H]([C@@H]([C@@H](CO)O)O)O)O)CCCCCC)C=C1